F[C@H]1CN(CC[C@H]1NC=1C=2N(C=CC1)C(=C(N2)C#CCNC2=CC=CC(=N2)C(=O)NC)SC(F)(F)F)C 6-((3-(8-(((3S,4R)-3-fluoro-1-methylpiperidin-4-yl)amino)-3-((trifluoromethyl)thio)imidazo[1,2-a]pyridin-2-yl)prop-2-yn-1-yl)amino)-N-methylpicolinamide